O=C1N(C(C2=CC=CC=C12)=O)C1CC(C1)C1=C(C2=C(N(C=C2C(C)C)C(=O)[O-])S1)C 2-(3-(1,3-dioxoisoindolin-2-yl)cyclobutyl)-4-isopropyl-3-methyl-6H-thieno[2,3-b]pyrrole-6-carboxylate